4-(benzyloxy)-2-chloro-5-(1,3-dioxolan-2-yl)benzoic acid C(C1=CC=CC=C1)OC1=CC(=C(C(=O)O)C=C1C1OCCO1)Cl